COC1=CC=C(CN(C=2C=3N(C=C(N2)C=2C=C(C#N)C=CC2)N=C(N3)C(O)C3=C(C=CC=C3F)F)CC3=CC=C(C=C3)OC)C=C1 3-(8-(bis(4-methoxybenzyl)amino)-2-((2,6-difluorophenyl)(hydroxy)methyl)-[1,2,4]triazolo[1,5-a]pyrazin-6-yl)benzonitrile